acryloxyhexadecyltribromosilane C(C=C)(=O)OCCCCCCCCCCCCCCCC[Si](Br)(Br)Br